Cl.FC1=CC=C(C=C1)C1=CC=2C3=C(NC2C=C1)CCNC3 8-(4-fluorophenyl)-2,3,4,5-tetrahydro-1H-pyrido[4,3-b]indole hydrochloride